C6-methoxy-5-nitroisoindol-1-one COC1=C(C=C2C=NC(C2=C1)=O)[N+](=O)[O-]